ClC(C(=O)N1CCOC2=C1C=CC=C2)Cl N-dichloroacetyl-3,4-dihydro-2H-1,4-benzoxazine